C(CCCCCCC\C=C/CCCCCCCC)(=O)OC(CCCCCCCC(=O)O)C(CCCCCCCC)OC(CCCCCCC\C=C/CCCCCCCC)=O 9,10-Dioleoyloxystearic acid